(2,5-dioxopiperazine-1,4-diyl)bis(ethane-2,1-diyl) bis(4-(dimethylamino)benzyl (4-methoxybenzyl)carbamate) CN(C1=CC=C(CN(C(OCCN2C(CN(C(C2)=O)CCOC(N(CC2=CC=C(C=C2)OC)CC2=CC=C(C=C2)N(C)C)=O)=O)=O)CC2=CC=C(C=C2)OC)C=C1)C